CC1(OC2=CC(=C3C(=C2[C@H]2[C@H]1CCC(=C2)C)OC(OC3=O)C3=CC=CC=C3)CCCCC)C (8aR,12aR)-8,8,11-trimethyl-5-pentyl-2-phenyl-8a,9,10,12a-tetrahydro-4H,8H-benzo[c][1,3]dioxino[4,5-f]chromen-4-one